FC1=C(C=CC(=C1)F)C1=CC(=NO1)C(=O)N1C(C2=CC=CC=C2C(C1)(C=1C=NN(C1)C)C)C 5-(2,4-difluorophenyl)isoxazol-3-yl-1-[1,4-dimethyl-4-(1-methylpyrazol-4-yl)-1,3-dihydroisoquinolin-2-yl]methanone